FC1=C(C=CC(=C1)F)C1=CC=CN1S(=O)(=O)C1=CC(=CC=C1)C#CCOC 5-(2,4-difluorophenyl)-1-((3-(3-methoxyprop-1-yn-1-yl)phenyl)sulfonyl)-1H-pyrrole